(2S,4R)-4-hydroxy-1-((2S,3S)-3-methyl-2-(1-oxoisoindolin-2-yl)pentanoyl)-N-(4-(4-methylthiazol-5-yl)benzyl)pyrrolidine-2-carboxamide O[C@@H]1C[C@H](N(C1)C([C@H]([C@H](CC)C)N1C(C2=CC=CC=C2C1)=O)=O)C(=O)NCC1=CC=C(C=C1)C1=C(N=CS1)C